3-ethyl-N-(8-ethyl-2-oxo-3,4-dihydro-1H-quinolin-6-yl)pyridine-4-carboxamide C(C)C=1C=NC=CC1C(=O)NC=1C=C2CCC(NC2=C(C1)CC)=O